FC1(CCN(CC1)C1=CC=C(C=C1)NC=1C=CC2=C(OCC(N2)=O)C1)F 7-((4-(4,4-difluoropiperidin-1-yl)phenyl)amino)-2H-benzo[b][1,4]oxazin-3(4H)-one